N1(CCC1)C1=CC2=C(C=C(O2)C(=O)NS(=O)(=O)C2=C(C=CC(=C2)CC(C)=O)OC)C(=C1)F 6-(Azetidin-1-yl)-4-fluoro-N-[(2-methoxy-5-(2-oxopropyl)phenyl)sulfonyl]benzofuran-2-carboxamide